O=C1NC(CCC1C1=CC=C(CN2CCN(CC2)C2=CC=C(C=C2)NC2=NC=C(C(=N2)NCC=2C(=NC=CN2)N(S(=O)(=O)C)C)C(F)(F)F)C=C1)=O N-(3-(((2-((4-(4-(4-(2,6-dioxopiperidin-3-yl)benzyl)piperazin-1-yl)phenyl)amino)-5-(trifluoromethyl)pyrimidin-4-yl)amino)methyl)pyrazin-2-yl)-N-methylmethanesulfonamide